CC(=O)N[C@@H]1[C@H]([C@H]([C@H](OC1O)COP(=O)(O)OCC[N+](C)(C)C)O)O The molecule is a galactose phosphate consisting of N-acetyl-D-galactosamine having a choline phosphate group at the 6-position. It is a member of phosphocholines and a galactose phosphate. It derives from a N-acetyl-D-galactosamine.